tertbutyl 8,8-dimethyl-3-nitro-7,8-dihydro-1,6-naphthyridine-6(5H)-carboxylate CC1(CN(CC=2C=C(C=NC12)[N+](=O)[O-])C(=O)OC(C)(C)C)C